(R)-N2-(3-chloro-4-fluorophenyl)-N4-(1-cyclopropylbut-3-en-1-yl)-8-(1,2,3,6-tetrahydropyridin-4-yl)quinazoline-2,4-diamine ClC=1C=C(C=CC1F)NC1=NC2=C(C=CC=C2C(=N1)N[C@H](CC=C)C1CC1)C=1CCNCC1